ClC1=CC=C(CNC(=O)NCCCCC2CCN(CC2)C(=O)C2CN(C(C2)=O)C)C=C1 1-(4-chlorobenzyl)-3-(4-(1-(1-methyl-5-oxopyrrolidine-3-carbonyl)piperidin-4-yl)butyl)urea